N-(3-(5-(2-Chloro-4-methoxyphenyl)-1H-pyrazolo[3,4-b]pyridin-3-carbonyl)-2,4-difluorophenyl)propan-1-sulfonamid ClC1=C(C=CC(=C1)OC)C=1C=C2C(=NC1)NN=C2C(=O)C=2C(=C(C=CC2F)NS(=O)(=O)CCC)F